(3-(3-(4-fluorobenzyl)-4-oxo-3,4-dihydro-phthalazin-1-yl)phenyl)ethyl-sulfonamide FC1=CC=C(CN2N=C(C3=CC=CC=C3C2=O)C=2C=C(C=CC2)CCS(=O)(=O)N)C=C1